N-((2-(2,6-dioxopiperidin-3-yl)-1-oxoisoindolin-4-yl)methyl)-2-oxo-2-(4-(1-(trifluoromethyl)cyclopropyl)phenyl)acetamide O=C1NC(CCC1N1C(C2=CC=CC(=C2C1)CNC(C(C1=CC=C(C=C1)C1(CC1)C(F)(F)F)=O)=O)=O)=O